CC1=C(C=C(C=C1)N1CC2CCC(C1)N2C(=O)OC(C)(C)C)C(NC2(CC2)C2=C1C=CC(=NC1=CC(=C2)OS(=O)(=O)C(F)(F)F)C)=O tert-butyl 3-(4-methyl-3-((1-(2-methyl-7-(((trifluoromethyl)sulfonyl)oxy) quinolin-5-yl)cyclopropyl)carbamoyl)phenyl)-3,8-diazabicyclo[3.2.1]octane-8-carboxylate